3-{[4-(6-fluoro-3H-1,3,4-triazainden-7-yl)-1-piperidyl]carbonyl}-6-(trifluoromethyl)-2(1H)-pyridinone FC1=CN=C2NC=NC2=C1C1CCN(CC1)C(=O)C=1C(NC(=CC1)C(F)(F)F)=O